1H-pyrrole-2,5-dimethylamine N1C(=CC=C1CN)CN